dimethyl-(p-tolyl)sulfur triflate [O-]S(=O)(=O)C(F)(F)F.C[S+](C1=CC=C(C=C1)C)C